methyl (1R,3R)-1-(4-(((3S,5S,7S)-adamantan-1-yl)carbamoyl)phenyl)-2-(2-chloroacetyl)-2,3,4,9-tetrahydro-1H-pyrido[3,4-b]indole-3-carboxylate C12(CC3CC(CC(C1)C3)C2)NC(=O)C2=CC=C(C=C2)[C@H]2N([C@H](CC3=C2NC2=CC=CC=C32)C(=O)OC)C(CCl)=O